C(C1=CC=CC=C1)OC(COCNCC(=O)N)=O [(2-(benzyloxy)-2-oxoethoxy)methyl]glycinamide